N-(2-ethoxyphenyl)-4-((1-((2-fluoro-3-chlorophenyl)amino)-1-oxopropan-2-yl)oxy)benzamide C(C)OC1=C(C=CC=C1)NC(C1=CC=C(C=C1)OC(C(=O)NC1=C(C(=CC=C1)Cl)F)C)=O